Sodium (2S,5R)-2-(imino (pyridin-3-ylmethoxy) methyl)-7-oxo-1,6-diazabicyclo[3.2.1]octan-6-yl sulfate S(=O)(=O)(ON1[C@@H]2CC[C@H](N(C1=O)C2)C(OCC=2C=NC=CC2)=N)[O-].[Na+]